CC1N(C2=CC=CC=C2CC1)C(=O)[O-].[Li+] lithium 2-methyl-3,4-dihydroquinoline-1(2H)-carboxylate